C1=CC=C(C=2SC3=C(C21)C=CC=C3)C=3C=C(C=CC3)C3=NC(=NC(=N3)C3=CC=CC=C3)C3=CC=CC=C3 2-{3-(dibenzothiophene-4-yl)phenyl}-4,6-diphenyl-1,3,5-triazine